ClC1=C(C(=CC=C1)Cl)C1=NOC(=C1CO)C1=CC=CC=C1 (2,6-dichlorophenyl)-4-hydroxymethyl-5-phenylisoxazole